[N+](=[N-])=C1C(NC2=CC=CC=C12)=N 3-diazo-2-iminoindole